Benzyl-N-benzyl-N-[(1S)-2-fluoro-1-[(2S)-6-hydroxy-5-iodo-tetrahydropyran-2-yl]ethyl]carbamate C(C1=CC=CC=C1)OC(N([C@H](CF)[C@H]1OC(C(CC1)I)O)CC1=CC=CC=C1)=O